nonaphen C1=CC=CC2=CC3=CC4=CC5=CC=C6C=C7C=C8C=C9C=CC=CC9=CC8=CC7=CC6=C5C=C4C=C3C=C12